(3S,4S)-5,5-difluoro-1-[4-({8-[3-(methanesulfonylmeth-yl)azetidin-1-yl]-5-(propan-2-yl)isoquinolin-3-yl}amino)pyrimidin-2-yl]-4-methoxypiperidin-3-ol FC1([C@H]([C@H](CN(C1)C1=NC=CC(=N1)NC=1N=CC2=C(C=CC(=C2C1)C(C)C)N1CC(C1)CS(=O)(=O)C)O)OC)F